FC1=C(C(=C2C=CN(C2=C1)S(=O)(=O)C1=CC=C(C=C1)C)CS(=O)(=O)C)OC1=CC(=C(C=C1)F)I 6-fluoro-5-(4-fluoro-3-iodo-phenoxy)-4-(methylsulfonylmethyl)-1-(p-tolylsulfonyl)indole